CNC1=C(C=CC=C1)[C@H]1N(CCC1)C(=O)OC(C)(C)C tert-butyl (2S)-2-[2-(methylamino)phenyl]pyrrolidine-1-carboxylate